OB1OC=2C(=C3C(=NC2)NC=C3)C(=C1)[C@@H]1C[C@H](C1)NS(=O)(=O)CC N-(trans-3-(7-hydroxy-3,7-dihydro-[1,2]oxaborinino[5,6-d]pyrrolo[2,3-b]pyridin-9-yl)cyclobutyl)ethanesulfonamide